4-(pyrimidin-5-yl)-2-p-tolyl-1H-indole-7-carboxamide N1=CN=CC(=C1)C1=C2C=C(NC2=C(C=C1)C(=O)N)C1=CC=C(C=C1)C